C(C(C)C)N1C(N(C(C=2C1=CNC2)=O)C)=O 1-isobutyl-3-methyl-1,6-dihydro-2H-pyrrolo[3,4-d]pyrimidine-2,4(3H)-dione